C(CCCCCCCCCCCCCCCCC)OC(C(C(=O)OCCCCCCCCCCCCCCCCCC)(CC1=C(C(=CC(=C1)C(C)(C)C)C(C)(C)C)O)CC1=C(C(=CC(=C1)C(C)(C)C)C(C)(C)C)O)=O Dioctadecyl-2,2-bis(3,5-di-tert-butyl-2-hydroxybenzyl)malonat